C(C)(C)(C)OC(=O)NC[C@@H](C)N1C(=C(C2=CC=C(C(=C12)C=1C(=NN(C1C)C)C)Cl)CCCOC1=CC(=C(C(=C1)C)Cl)C)C(=O)OCC Ethyl (R)-1-(1-((tert-butoxycarbonyl)amino)propan-2-yl)-6-chloro-3-(3-(4-chloro-3,5-dimethylphenoxy)propyl)-7-(1,3,5-trimethyl-1H-pyrazol-4-yl)-1H-indole-2-carboxylate